O=C1NC(CCC1N1CC2=CC=C(C=C2C1=O)CNC(OCC1=CC(=CC=C1)C(F)(F)F)=O)=O [3-(trifluoromethyl)phenyl]methyl N-{[2-(2,6-dioxopiperidin-3-yl)-3-oxo-2,3-dihydro-1H-isoindol-5-yl]methyl}carbamate